N[C@H]1CN(CCC1)C(=O)C=1C=C(C=2N(C1)N=C(C2C)C=2N(C1=CC(=CC=C1C2)N2CCC(CC2)N(C(C)=O)C)CC2CC2)OC N-[1-(2-{6-[(3R)-3-Aminopiperidine-1-carbonyl]-4-methoxy-3-methylpyrazolo[1,5-a]pyridin-2-yl}-1-(cyclopropylmethyl)-1H-indol-6-yl)piperidin-4-yl]-N-methylacetamide